FC1=CC=C(C=C1)NC([C@H](C)C1=NC=2CCCN(C2C=C1)C(=O)[C@@H]1COCC1)=O (2R)-N-(4-Fluorophenyl)-2-{5-[(3S)-oxolan-3-carbonyl]-5,6,7,8-tetrahydro-1,5-naphthyridin-2-yl}propanamid